ON1[C@@H](CCCC1)C(=O)O (4S)-hydroxy-L-pipecolic acid